iron hydroxyethylidene bisphosphonate P(OC(CO)OP([O-])=O)([O-])=O.[Fe+2]